C(C)C1(COC1)COCC1=CC=C(C=C1)COCC1(COC1)CC 1,4-bis{[(3-ethyl-3-oxetanyl)methoxy]methyl}benzene